O1C(=CC=C1)COCC=O 2-(FURAN-2-YLMETHOXY)ACETALDEHYDE